N1(CCCCC1)CCO 1-piperidineethanol